FC(C(=O)O)(F)F.O=C1NC(CCC1N1C(C2=CC=CC(=C2C1=O)NC=1C=C2C=NN(C2=CC1C1=CC(=NC=C1)C)[C@H]1COCC1)=O)=O 2-(2,6-dioxopiperidin-3-yl)-4-((6-(2-methylpyridin-4-yl)-1-((R)-tetrahydrofuran-3-yl)-1H-indazol-5-yl)amino)isoindoline-1,3-dione trifluoroacetic acid salt